BrC1=CC(=CC=C1)CC 1-bromo-3-ethylbenzene